ethyl-1H-indol-6-amine C(C)N1C=CC2=CC=C(C=C12)N